(S)-2-(hydroxymethyl)-N-(6-(5-methyl-1,2,4-oxadiazol-3-yl)-2,3-dihydrobenzofuran-3-yl)isonicotinamide OCC=1C=C(C(=O)N[C@@H]2COC3=C2C=CC(=C3)C3=NOC(=N3)C)C=CN1